N1C(C(=CC=C1)C(=O)[O-])C(=O)OCCCCCCCCCCCC dodecyl dihydropyridinediformate